N-[5-fluoro-4-[4-(4-methylpiperazin-1-yl)phenoxy]-6-(o-tolyl)pyrimidin-2-yl]-1-methyl-pyrazole-4-sulfonamide FC=1C(=NC(=NC1C1=C(C=CC=C1)C)NS(=O)(=O)C=1C=NN(C1)C)OC1=CC=C(C=C1)N1CCN(CC1)C